2,4,6-tri-isobutylphenol C(C(C)C)C1=C(C(=CC(=C1)CC(C)C)CC(C)C)O